β-alanine diacetate C(CN(CCC(=O)O)CC(=O)[O-])(=O)[O-]